C(CCCCCCCCCCC)(=O)OC(CCCCCC)C\C=C/CCCCCCCCO[Si](C)(C)C(C)(C)C (Z)-18-((tert-Butyldimethylsilyl)oxy)octadec-9-en-7-yl laurate